(R)-5-((4-cyanobenzyl)amino)-2-methyl-N-(1-(naphthalen-1-yl)ethyl)benzamide C(#N)C1=CC=C(CNC=2C=CC(=C(C(=O)N[C@H](C)C3=CC=CC4=CC=CC=C34)C2)C)C=C1